OC(CC(=O)O)(C(CCCCCCCCCCCCCCCC(C)C)C(=O)O)C(=O)O 2-hydroxy-19-methyl-eicosane-1,2,3-tricarboxylic acid